N-(2-((4-(2-((3,4-Dimethoxybenzyl)((1-methyl-1H-imidazol-5-yl)methyl)amino)ethyl)phenyl)carbamoyl)-4,5-dimethoxyphenyl)-4-oxo-4H-chromene-2-carboxamide COC=1C=C(CN(CCC2=CC=C(C=C2)NC(=O)C2=C(C=C(C(=C2)OC)OC)NC(=O)C=2OC3=CC=CC=C3C(C2)=O)CC2=CN=CN2C)C=CC1OC